O[C@]1(C[C@H](N(C1)C(=O)OC(C)(C)C)C(=O)OC)C(Cl)(Cl)Cl 1-(tert-butyl) 2-methyl (2S,4S)-4-hydroxy-4-(trichloromethyl)pyrrolidine-1,2-dicarboxylate